BrC=1C(=NN(C1C)C)C(=O)OC(C)(C)C tert-butyl 4-bromo-1,5-dimethyl-1H-pyrazole-3-carboxylate